(S)-N-(6-(trifluoromethoxy)benzo[d]thiazol-2-yl)azetidine-2-carboxamide TFA salt OC(=O)C(F)(F)F.FC(OC1=CC2=C(N=C(S2)NC(=O)[C@H]2NCC2)C=C1)(F)F